COC=1C=2N(N=C(C1)C=1N=C3N(C(C1)=O)C=C(S3)[C@H]3[C@H](CNCC3)F)C=C(N2)C 7-(8-methoxy-2-methyl-imidazo[1,2-b]pyridazin-6-yl)-2-[(3R,4R)-3-fluoro-4-piperidyl]thiazolo[3,2-a]pyrimidin-5-one